[Fe].[Cu].[Sn] tin copper-iron